pyrimidin-6-sulfonamide N1=CN=CC=C1S(=O)(=O)N